OC=1C(=CC2=C(NC(C(N(C2=O)C2=CC=C(C=C2)OC)C)=O)C1)OC 8-hydroxy-7-methoxy-4-(4-methoxyphenyl)-3-methyl-3,4-dihydro-1H-benzo[e][1,4]diazepin-2,5-dione